N-(11-((2S,4R)-2-((bis(4-methoxyphenyl)(phenyl)methoxy)methyl)-4-hydroxypyrrolidin-1-yl)-11-oxoundecyl)-2,2,2-trifluoroacetamide COC1=CC=C(C=C1)C(OC[C@H]1N(C[C@@H](C1)O)C(CCCCCCCCCCNC(C(F)(F)F)=O)=O)(C1=CC=CC=C1)C1=CC=C(C=C1)OC